5-(4-(N,N-bis(4-methoxybenzyl) sulfamoyl)-3-fluorobenzyl)-4-bromo-1-(cyclopropylmethyl)-1H-pyrrole-2-carboxylate COC1=CC=C(CN(S(=O)(=O)C2=C(C=C(CC3=C(C=C(N3CC3CC3)C(=O)[O-])Br)C=C2)F)CC2=CC=C(C=C2)OC)C=C1